CCCCC/C=C\C/C=C\CCCCCCCCCC(=O)O eicosadienoic acid